C(N)(OC1CC(N(CC1)C1=NC(=C(C=2N1C(=CN2)Br)C2=CC(=C(C=C2)OC)OCC2=CC=CC=C2)C2=CC(=C(C=C2)C#N)F)C(C)(C)C)=O tert-butyl(1-(8-(3-(benzyloxy)-4-methoxyphenyl)-3-bromo-7-(4-cyano-3-fluorophenyl)imidazolo[1,2-c]pyrimidin-5-yl)piperidin-4-yl) carbamate